CN1C(=C([C@H]2[C@H](O)[C@H](O)[C@@H](CO)O2)C(NC1=O)=O)N(C)C 1-Methyl-6-dimethylamino-pseudouridine